4-(3-((1r,3r,5s,7r)-3,5-dimethyladamantan-1-yl)ureido)-3-fluoro-N-((1r,4r)-4-((2-hydroxypropyl)carbamoyl)cyclohexyl)benzamide C[C@]12CC3(CC(C[C@@](C1)(C3)C)C2)NC(NC2=C(C=C(C(=O)NC3CCC(CC3)C(NCC(C)O)=O)C=C2)F)=O